NCC1CN(C1)CC1=CC=C(C=C1)C1=CC=C(C=C1)C1=CC2=C(NC(=N2)O[C@@H]2CO[C@H]3[C@@H]2OC[C@H]3O)C=C1Cl (3R,3aR,6R,6aR)-6-((5-(4'-((3-(aminomethyl)azetidin-1-yl)methyl)-[1,1'-biphenyl]-4-yl)-6-chloro-1H-benzo[d]imidazol-2-yl)oxy)hexahydrofuro[3,2-b]furan-3-ol